ClC1=NC(=C(C=2N=C(N=C(C21)N(CC(C)O)C)SC)F)Cl 1-((5,7-dichloro-8-fluoro-2-(methylthio)pyrido[4,3-d]pyrimidin-4-yl)(methyl)amino)propan-2-ol